Diiminoglutamate Sodium Salt [Na+].N=C(C([C@H](N)C(=O)[O-])=N)C(=O)[O-].[Na+]